Dichloro(1,3-dimesityl-2-imidazolidinylidene)(2-isopropoxybenzylidene)ruthenium Cl[Ru](=CC1=C(C=CC=C1)OC(C)C)(=C1N(CCN1C1=C(C=C(C=C1C)C)C)C1=C(C=C(C=C1C)C)C)Cl